P(=O)(OCCCCCC(C)C)(OOCCCCCC(C)C)[O-] isooctyl isooctyloxy phosphate